NCC=1C=C2CCC(C2=CC1)NC(OC(C)(C)C)=O tert-butyl (5-(aminomethyl)-2,3-dihydro-1H-inden-1-yl)carbamate